oleic acid-2,2-dimethyl-1-propyl ester CC(COC(CCCCCCC\C=C/CCCCCCCC)=O)(C)C